ClC1=CC2=C(C=C3N2C(=NN(C3=O)CC(=O)NC3=NC=NC=C3)C(C)C)S1 2-(2-Chloro-5-isopropyl-8-oxothieno[2',3':4,5]pyrrolo[1,2-d][1,2,4]triazin-7(8H)-yl)-N-(pyrimidin-4-yl)acetamid